C(#N)CNC(C1=CC=C(C=C1)C1=NC(=NC=C1C)NC=1C=NN(C1)C1CCN(CC1)C(=O)C1(CC1)O)=O N-(cyanomethyl)-4-(2-((1-(1-(1-hydroxycyclopropane-1-carbonyl)piperidin-4-yl)-1H-pyrazol-4-yl)amino)-5-methylpyrimidin-4-yl)benzamide